2-chloro-5-{[(cyclopentylcarbonyl)amino]methyl}-N-[1-(1,3-thiazol-2-yl)-1H-indazol-4-yl]benzamide ClC1=C(C(=O)NC2=C3C=NN(C3=CC=C2)C=2SC=CN2)C=C(C=C1)CNC(=O)C1CCCC1